ClC1=CC2=C(N=N1)N(CC2)C21CCCC(C2)(C1)O 5-(3-chloro-5,6-dihydro-7H-pyrrolo[2,3-c]pyridazin-7-yl)bicyclo[3.1.1]heptan-1-ol